N1=CC=C(C=C1)NC(=O)C1CC12CCN(CC2)C(=O)[O-] 1-(pyridin-4-ylcarbamoyl)-6-azaspiro[2.5]octane-6-carboxylate